(1R)-2,2-dimethylcyclobutanamine CC1([C@@H](CC1)N)C